C(C)OC(C[C@@H](C=1C=C(C=C(C1)C)C1=CC(=CC=C1)OC)N([C@H](C)C1=CC=CC=C1)CC1=CC=CC=C1)=O (S)-3-(benzyl-((R)-1-phenylethyl)amino)-3-(3'-methoxy-5-methylbiphenyl-3-yl)propionic acid ethyl ester